C(C)(=O)[O-].[K+].C(CCCCCCCCCCC)OCCCCCCCCCCCC lauryl ether potassium acetate